7-(1,4-dimethyl-1H-pyrazol-5-yl)-3-(3-methyl-1H-pyrazol-5-yl)-5-((R)-3-methylmorpholino)isothiazolo[4,5-b]pyridine 1-oxide CN1N=CC(=C1C1=C2C(=NC(=C1)N1[C@@H](COCC1)C)C(=NS2=O)C2=CC(=NN2)C)C